OC=1C=NC2=C(C=CC=C2C1)C=O 3-HYDROXYQUINOLINE-8-CARBOXALDEHYDE